NC1CC2CCC(C1)N2C=2N(C(C1=C(N2)NC=C1C1=CC2=CN(N=C2C=C1)C)=O)C 2-(Endo-3-amino-8-azabicyclo[3.2.1]oct-8-yl)-3-methyl-5-(2-methyl-2H-indazol-5-yl)-3,7-dihydro-4H-pyrrolo[2,3-d]pyrimidin-4-one